ClC1=C2CCN(C(C2=C(C=C1)OCC=1N=NN(C1C(F)F)C)CN1C(CCC1)=O)C(=O)OC(=O)C1(CCCCC1)F (5-chloro-8-((5-(difluoromethyl)-1-methyl-1H-1,2,3-triazol-4-yl) methoxy)-1-((2-oxopyrrolidin-1-yl) methyl)-1,2,3,4-tetrahydroisoquinoline-2-carbonyl)-1-fluorocyclohexane-1-carboxylate